ClC1=C(OC2=C(C=CC3=C2NC(=NS3(=O)=O)NCC3=C(C=CC(=C3)F)F)F)C=CC=C1 5-(2-chlorophenoxy)-3-((2,5-difluorobenzyl)amino)-6-fluoro-4H-benzo[e][1,2,4]thiadiazine 1,1-dioxide